(4S)-5,5-difluoro-3-(trifluoromethyl)-1-[2-(trifluoromethylsulfonyl)ethyl]-6,7-dihydro-4H-indazol-4-ol FC1([C@H](C=2C(=NN(C2CC1)CCS(=O)(=O)C(F)(F)F)C(F)(F)F)O)F